The molecule is an acyl-CoA that results from the formal condensation of the thiol group of coenzyme A with the carboxy group of oscr#12. It derives from an oscr#10. It is a conjugate acid of an oscr#10-CoA(4-). C[C@H]1[C@@H](C[C@H]([C@@H](O1)OCCCCCCCCC(=O)SCCNC(=O)CCNC(=O)[C@@H](C(C)(C)COP(=O)(O)OP(=O)(O)OC[C@@H]2[C@H]([C@H]([C@@H](O2)N3C=NC4=C(N=CN=C43)N)O)OP(=O)(O)O)O)O)O